Cl.C(C)N(CCC[C@H](C(=O)O)C(F)(F)F)CC (R)-5-(diethylamino)-2-(trifluoromethyl)pentanoic acid hydrochloride